NC1=NN2C(C=C(C=C2)C=2C=C(C(=NC2C)OC)C(=O)NCC2=C(C(=CC(=C2)F)F)OCC2CC2)=N1 5-{2-amino-[1,2,4]triazolo[1,5-a]pyridin-7-yl}-N-{[2-(cyclopropylmethoxy)-3,5-difluorophenyl]methyl}-2-methoxy-6-methylpyridine-3-carboxamide